(3R,4R,5R)-3,5-difluoro-1-[4-({8-[3-(methanesulfonylmeth-yl)azetidin-1-yl]-5-(propan-2-yl)isoquinolin-3-yl}amino)pyrimidin-2-yl]-3-methylpiperidin-4-ol F[C@@]1(CN(C[C@H]([C@H]1O)F)C1=NC=CC(=N1)NC=1N=CC2=C(C=CC(=C2C1)C(C)C)N1CC(C1)CS(=O)(=O)C)C